ClC=1C=C(COC=2C=C(C(=O)OC)C=CC2)C=CC1Cl Methyl 3-(3,4-dichlorobenzyloxy)benzoate